6-cyclohexyl-3-{2-[(piperidin-3-yl)amino]-5-(trifluoromethyl)pyrimidin-4-yl}-1H,6H,7H-pyrrolo[2,3-c]pyridin-7-one C1(CCCCC1)N1C(C2=C(C=C1)C(=CN2)C2=NC(=NC=C2C(F)(F)F)NC2CNCCC2)=O